C(=O)(OC(C)(C)C)N1CCC(CC1)C1=CC=C(C=C1)Br 4-(N-Boc-piperidin-4-yl)bromobenzene